C(C)(C)(C)OCCN(CC[C@@H](C(=O)O)NC(C1=C(C=NC=C1)C(F)(F)F)=O)CCCCC1=NC=2NCCCC2C=C1 (S)-4-((2-(tert-butoxy)ethyl)(4-(5,6,7,8-tetrahydro-1,8-naphthyridin-2-yl)butyl)amino)-2-(3-(trifluoromethyl)isonicotinamido)butanoic acid